The molecule is a dipeptide obtained by formal condensation of the carboxy group of L-phenylalanine with the amino group of L-leucine. It has a role as a plant metabolite. CC(C)C[C@@H](C(=O)O)NC(=O)[C@H](CC1=CC=CC=C1)N